CC(CCOCC(=O)OCC=C)C (3-methylbutoxy)acetic acid, 2-propenyl ester